NC[C@H](C(=O)OC(C)C)NC(=O)OCC1=CC=CC=C1 (R)-isopropyl 3-amino-2-(((benzyloxy)carbonyl)amino)propanoate